N-(4-fluorophenyl)-2-({2-[4-(2-hydroxyethoxy)pyridin-2-yl]-5H,6H,7H-cyclopenta[d]pyrimidin-4-yl}(methyl)amino)acetamide FC1=CC=C(C=C1)NC(CN(C)C=1C2=C(N=C(N1)C1=NC=CC(=C1)OCCO)CCC2)=O